CNC1=CC=CC=C1NC N1,N2-dimethylbenzene-1,2-diamine